N-hydroxyethyl-2,2,6,6-tetramethyl-4-hydroxy-piperidylsuccinate OCCN1C(C(C(CC1(C)C)O)C(C(=O)[O-])CC(=O)[O-])(C)C